5-cyano-N-[2,4-difluoro-3-[1-(5-methyl-4-[[2-(trimethylsilyl)ethoxy]methyl]-1,2,4-triazol-3-yl)imidazo[1,5-a]pyrazin-6-yl]phenyl]-2-methoxypyridine-3-sulfonamide C(#N)C=1C=C(C(=NC1)OC)S(=O)(=O)NC1=C(C(=C(C=C1)F)C=1N=CC=2N(C1)C=NC2C2=NN=C(N2COCC[Si](C)(C)C)C)F